1,3,5-triphenyl-benzene C1(=CC=CC=C1)C1=CC(=CC(=C1)C1=CC=CC=C1)C1=CC=CC=C1